butylene dilaurate C(CCCCCCCCCCC)(=O)OCCCCOC(CCCCCCCCCCC)=O